C1(CC1)C1=CC(=C(C=C1)NC1=CC(=NC=C1C(=O)NOCC)NC=1C=NC(=CC1)F)N(S(=O)(=O)C)C 4-((4-cyclopropyl-2-(N-methylmethanesulfonamido)phenyl)amino)-N-ethoxy-6-((6-fluoropyridin-3-yl)amino)nicotinamide